perfluorophenyl 1-azido-12-(2-(2-(2-(2-azidoethoxy)ethoxy)ethoxy)ethyl)-3,6,9,15,18,21-hexaoxa-12-azatetracosan-24-oate N(=[N+]=[N-])CCOCCOCCOCCN(CCOCCOCCOCCC(=O)OC1=C(C(=C(C(=C1F)F)F)F)F)CCOCCOCCOCCN=[N+]=[N-]